trans-N-[8-chloro-6-(2-hydroxyphenylamino)-3-isoquinolinyl]-2-cyano-cyclopropanecarboxamide ClC=1C=C(C=C2C=C(N=CC12)NC(=O)[C@H]1[C@@H](C1)C#N)NC1=C(C=CC=C1)O